2-((3-(5-(7H-pyrrolo[2,3-d]pyrimidin-4-yl)pyridin-2-yl)-3,6-diazabicyclo[3.1.1]heptan-6-yl)methyl)-4-fluorophenol N1=CN=C(C2=C1NC=C2)C=2C=CC(=NC2)N2CC1N(C(C2)C1)CC1=C(C=CC(=C1)F)O